ClC1=NC=C(C(=N1)NC(CC)CC)C 2-chloro-N-(1-ethylpropyl)-5-methyl-pyrimidin-4-amine